4-bromo-1H-pyrazole-3,5-diol BrC=1C(=NNC1O)O